1-[(1S)-1-(1,3-thiazol-5-yl)ethyl]-1H-imidazole-4-carboxylic acid S1C=NC=C1[C@H](C)N1C=NC(=C1)C(=O)O